(2R,4S)-4-((R)-1-acetyl-4-(5-(benzyloxy)-1H-indole-2-carbonyl)piperazine-2-carboxamido)-2-methylpyrrolidine-1-carboxylic acid tert-butyl ester C(C)(C)(C)OC(=O)N1[C@@H](C[C@@H](C1)NC(=O)[C@@H]1N(CCN(C1)C(=O)C=1NC2=CC=C(C=C2C1)OCC1=CC=CC=C1)C(C)=O)C